IC=1C=CC2=C(C(=NS2)N)C1 5-iodo-1,2-benzothiazol-3-amine